(1-(6-chloropyridazin-4-yl)piperidin-4-yl)methanol ClC1=CC(=CN=N1)N1CCC(CC1)CO